Cl.FC1=CC=2C3CCC(C2C=C1F)N3C(C)C 4,5-difluoro-11-(prop-2-yl)-11-azatricyclo[6.2.1.02,7]Undec-2(7),3,5-triene hydrochloride